N[C@H]1CC[C@@H](N(C1)C(=O)OC(C)(C)C)C(=O)OCC 1-tert-butyl 2-ethyl (2R,5S)-5-aminopiperidine-1,2-dicarboxylate